5-tertiary butyl-3-methylphenol C(C)(C)(C)C=1C=C(C=C(C1)O)C